(S)-2-hydroxyethyl-3,9,10-trimethoxy-6,8,13,13a-tetrahydro-5H-dibenzo[a,g]quinolizine OCCC1=CC(=CC2=C1[C@@H]1CC3=C(CN1CC2)C(=C(C=C3)OC)OC)OC